BrC=1C(=NN(N1)CC)CN(C(OC(C)(C)C)=O)C tert-butyl ((5-bromo-2-ethyl-2H-1,2,3-triazol-4-yl)methyl)(methyl)carbamate